COC(C1=C(N=C(C=C1Cl)N)O[C@@H]1CN(CC1)C(=O)OC(C)(C)C)=O.BrC=1C=C(C=2N(C1)N=CC2NC(=O)C2CC2)OC N-(6-bromo-4-methoxypyrazolo[1,5-a]pyridin-3-yl)cyclopropanecarboxamide methyl-(S)-6-amino-2-((1-(tert-butoxycarbonyl)pyrrolidin-3-yl)oxy)-4-chloronicotinate